CC(C1=CC=CC=C1)C1=C(C=C(O)C=C1)O 4-(alpha-methylbenzyl)resorcinol